C1(CC1)/C(/C1=NC=CC(=C1)C(F)(F)F)=N\OCC1=C(C=CC=C1C)\C(\C(=O)OC)=N/OC Methyl (2E)-2-[2-[[(E)-[cyclopropyl-[4-(trifluoromethyl)-2-pyridyl]methylene]amino] oxymethyl]-3-methyl-phenyl]-2-methoxyimino-acetate